1,3-bis-trichloromethyl-benzene ClC(C1=CC(=CC=C1)C(Cl)(Cl)Cl)(Cl)Cl